3-[[3,5-difluoro-4-(trifluoromethoxy)phenoxy]-difluoromethyl]-4,6-difluoro-7-propyl-dibenzothiophene FC=1C=C(OC(C=2C=CC3=C(SC4=C3C=CC(=C4F)CCC)C2F)(F)F)C=C(C1OC(F)(F)F)F